(2R,4S)-4-[[(2R)-2-amino-3-methyl-butyryl]amino]-2-(4-dihydroxyboryl-butyl)piperidine-2-carboxylic acid N[C@@H](C(=O)N[C@@H]1C[C@@](NCC1)(C(=O)O)CCCCB(O)O)C(C)C